OC1=CC=C(C(N)CO)C=C1 4-hydroxyphenylglycinol